C=1SC=C2C1CC(C2)=O 4,6-dihydrocyclopenta[c]thiophen-5-one